ClC1=NC(=NC=C1C(F)(F)F)NC1=CC=C(C(=O)OC(C)(C)C)C=C1 Tert-butyl 4-((4-chloro-5-(trifluoromethyl)pyrimidin-2-yl)amino)benzoate